C(C1=CC=CC=C1)[C@@H]1[C@H]([C@@H](OC([C@H](COC1=O)NC(=O)C1=NC=CC(=C1OCOC(C(C)C)=O)OC)=O)C)OC(C(C)C)=O 2-methylpropanoic acid (3S,6S,7R,8R)-8-benzyl-3-[({3-[(isobutyryloxy) methoxy]-4-methoxypyridin-2-yl} carbonyl) amino]-6-methyl-4,9-dioxo-1,5-dioxacyclononan-7-yl ester